ClC1=C2CCN([C@@H](C2=C(C=C1)OCC=1N=NN(C1C(F)F)CC)CN1C(CCC1)=O)C(=O)[C@H]1[C@H](CCC1)C (1S,2R)-2-((S)-5-Chloro-8-((5-(difluoromethyl)-1-ethyl-1H-1,2,3-triazol-4-yl)methoxy)-1-((2-oxopyrrolidin-1-yl)methyl)-1,2,3,4-tetrahydroisochinolin-2-carbonyl)-1-methylcyclopentan